2-(2-fluoro-phenyl)-cyclopropanecarboxylic acid [1-(4-fluoro-3-morpholin-4-yl-phenyl)-2-hydroxy-ethyl]-amide FC1=C(C=C(C=C1)C(CO)NC(=O)C1C(C1)C1=C(C=CC=C1)F)N1CCOCC1